[O-]P([O-])(=O)OP(=O)([O-])[O-].[Mn+2].[Zn+2] Zinc-manganese pyrophosphate